ClC=1C=C(CNC(C(C)(C)C=2N=NC(=CC2)C(F)F)=O)C=C(C1C1C(NC(CC1)=O)=O)Cl N-(3,5-dichloro-4-(2,6-dioxopiperidin-3-yl)benzyl)-2-(6-(difluoromethyl)pyridazin-3-yl)-2-methylpropanamide